C1(CC1)NC(=O)C1=CN(C(C(=C1NC1=C(C=C(C=C1)I)F)C)=O)CC1=C(C(=NC=C1)NS(=O)(=O)CC)F N-Cyclopropyl-1-[[2-(ethylsulfonylamino)-3-fluoropyridin-4-yl]methyl]-4-(2-fluoro-4-iodoanilino)-5-methyl-6-oxopyridine-3-carboxamide